[2H]C(=CC(=O)Cl)[2H] 3,3-dideuteroacryloyl chloride